1-Nonyl-1-propylpyrrolidinium cyanid [C-]#N.C(CCCCCCCC)[N+]1(CCCC1)CCC